N[C@@H](C)C(=O)O.C(C)N1CN(C=C1)C 1-ethyl-3-methylimidazole alanine salt